(P)-3-chloro-4-((4-fluoropyridin-3-yl)methoxy)-2'-(2-(2-hydroxypropan-2-yl)-5-methylpyrimidin-4-yl)-5',6-dimethyl-2H-[1,4'-bipyridin]-2-one ClC=1C(N(C(=CC1OCC=1C=NC=CC1F)C)C1=CC(=NC=C1C)C1=NC(=NC=C1C)C(C)(C)O)=O